((3-(4-((2-ethyl-1H-imidazol-1-yl)methyl)phenyl)-5-isobutyl-4-methylthiophene-2-yl)sulfonyl)carbamic acid methyl ester COC(NS(=O)(=O)C=1SC(=C(C1C1=CC=C(C=C1)CN1C(=NC=C1)CC)C)CC(C)C)=O